C(N)(OCCCC(CCCC(CC(F)(F)F)(CC(F)(F)F)OC(N)=O)CNC(=O)OCC(F)(F)F)=O bis(2,2,2-trifluoroethyl)-[4-({[(2,2,2-trifluoroethoxy) carbonyl] amino}-methyl) octane-1,8-diyl] biscarbamate